7-((adamantan-1-yl)(methyl)amino)-N-(4-(2,6-dioxopiperidin-3-yl)phenyl)heptylamide C12(CC3CC(CC(C1)C3)C2)N(C(CCCCCC[NH-])C2=CC=C(C=C2)C2C(NC(CC2)=O)=O)C